Cl.ClC1=C(C=CC(=C1)NC1CN(C1)C1CCNCC1)C(=O)N1CCOCC1 (2-chloro-4-(1-(piperidin-4-yl)azetidin-3-ylamino)phenyl)(morpholino)methanone hydrochloride